3-(3,4-difluorobenzyl)-N5,N5,6-trimethyl-2-oxo-1-[3-(trifluoromethyl)phenyl]-1,2-dihydropyridine-3,5-dicarboxamide FC=1C=C(CC2(C(N(C(=C(C2)C(=O)N(C)C)C)C2=CC(=CC=C2)C(F)(F)F)=O)C(=O)N)C=CC1F